Prop-2-en-1-yl (2S)-6-amino-2-({[(9H-fluoren-9-yl)methoxy]carbonyl}(methyl)amino)hexanoate hydrochloride Cl.NCCCC[C@@H](C(=O)OCC=C)N(C)C(=O)OCC1C2=CC=CC=C2C=2C=CC=CC12